C[C@@H]1CN(C[C@H]2N1CC1=CC(=CC=C21)[C@@H]2CC[C@@H](CC2)N2CCOCC2)C2=CC(N(C1=NC=CC=C21)C)=O 4-[(4R,10bS)-4-methyl-8-(cis-4-morpholinocyclohexyl)-3,4,6,10B-tetrahydro-1H-pyrazino[2,1-a]isoindol-2-yl]-1-methyl-1,8-naphthyridin-2-one